(3S,4R,5R,6S)-1-(6-{[2-(4-chlorophenyl)-1,3-thiazol-4-yl]methoxy}hexyl)-3,4,5,6-azepanetetrol ClC1=CC=C(C=C1)C=1SC=C(N1)COCCCCCCN1C[C@@H]([C@H]([C@@H]([C@H](C1)O)O)O)O